C(CCCCCCC)O (n-octyl) hydroxide